1,3,5-trifluoro-2-(prop-1-en-2-yl)benzene Ethyl-(R)-(-)-3-piperidinecarboxylate C(C)OC(=O)[C@H]1CNCCC1.FC1=C(C(=CC(=C1)F)F)C(=C)C